O=S1(CCC(CC1)[C@@]1(C(NC2=C(C=CC=C12)C(F)(F)F)=O)C1=CC=C(C=C1)B(O)O)=O (R)-(4-(3-(1,1-dioxidotetrahydro-2H-thiopyran-4-yl)-2-oxo-7-(trifluoromethyl)indolin-3-yl)phenyl)boronic acid